2-(benzyloxy)-9-methyl-N-(4-methyl-1,1-dioxidotetrahydro-2H-thiopyran-4-yl)-9H-purine-8-carboxamide C(C1=CC=CC=C1)OC1=NC=C2N=C(N(C2=N1)C)C(=O)NC1(CCS(CC1)(=O)=O)C